rac-6-(5-(1-(3-chloro-5-(trifluoromethyl)benzamido)ethyl)-3-methyl-1H-1,2,4-triazol-1-yl)-N-(methyl(oxo)(phenyl)-λ6-sulfaneylidene)nicotinamide ClC=1C=C(C(=O)NC(C)C2=NC(=NN2C2=NC=C(C(=O)N=S(C3=CC=CC=C3)(=O)C)C=C2)C)C=C(C1)C(F)(F)F